[Na+].CN(C(=S)CCCS(=O)(=S)[O-])C 3-(N,N-dimethylthiocarbamoyl)-thiopropanesulfonic acid sodium salt